C(C)(C)(C)P(C(C)(C)C)CC di-tert-butylphosphinoethane